di-(tert.-butyl-peroxy-isopropyl)benzene C(C)(C)(C)OOC(C)(C)C1=C(C=CC=C1)C(C)(C)OOC(C)(C)C